1-((3-methoxybicyclo[1.1.1]pentan-1-yl)methyl)-3-methyl-4-(trifluoromethyl)-1H-pyrazole COC12CC(C1)(C2)CN2N=C(C(=C2)C(F)(F)F)C